P(=O)(OC1=CC=CC=C1)(OCCOC(C=C)=O)[O-] phenyl (2-acryloyloxyethyl) phosphate